COC(=O)C1=CC(=CC=2CC(OC21)CNC(=O)OC(C)(C)C)F.C2=CC=C(C=1OC3=C(C12)C=CC=C3)C3=NC=C(C(=C3)C(C(C)(C)C)([2H])[2H])C([2H])([2H])[2H] 2-(Dibenzo[b,d]furan-4-yl)-4-(2,2-dimethylpropyl-1,1-d2)-5-(methyl-d3)pyridine methyl-2-(((tert-butoxycarbonyl)amino)methyl)-5-fluoro-2,3-dihydrobenzofuran-7-carboxylate